sodium mevalonate C(C[C@@](O)(C)CCO)(=O)[O-].[Na+]